(S)-5-chloro-3-(1-(2-fluoropyridin-3-yl)ethyl)-3H-imidazo[4,5-b]pyridine ClC1=CC=C2C(=N1)N(C=N2)[C@@H](C)C=2C(=NC=CC2)F